FC1(CCC1)CN1C(C2=CC=CC=C2C1=O)=O ((1-fluorocyclobutyl)methyl)isoindoline-1,3-dione